C1(CC1)N1N=C(C2=C(C1=O)C(=C(C(N2C)=O)C)O)C2=CC(=CC=C2)[N+](=O)[O-] 6-cyclopropyl-4-hydroxy-1,3-dimethyl-8-(3-nitrophenyl)pyrido[2,3-d]pyridazine-2,5-dione